(2R)-2-cyclohexyloxypropane C1(CCCCC1)OC(C)C